tert-butyl (2S,5S)-2-(1,3-benzothiazol-5-yl)-4-methoxy-5-methyl-piperidine-1-carboxylate S1C=NC2=C1C=CC(=C2)[C@H]2N(C[C@@H](C(C2)OC)C)C(=O)OC(C)(C)C